N[C@@H](C(=O)N(C)C)C (2R)-2-amino-N,N-dimethyl-propanamide